4-phenyl-piperidine-4-carboxylic acid C1(=CC=CC=C1)C1(CCNCC1)C(=O)O